cis-platinum water O.[Pt]